(R)-(3-aminopiperidin-1-yl)(7-methoxy-2-(1-(3-methoxypropyl)-2,3-dihydro-1H-pyrrolo[1,2,3-de]quinoxalin-5-yl)-1-methyl-1H-benzo[d]imidazol-5-yl)methanone N[C@H]1CN(CCC1)C(=O)C1=CC2=C(N(C(=N2)C2=CC=3C=4N2CCN(C4C=CC3)CCCOC)C)C(=C1)OC